tert-butyl N-{5-[(2S)-2-[(tert-butoxycarbonyl)amino]propyl]-6-(imidazol-1-yl)thieno[3,2-c][1,2]thiazol-3-yl}-N-(thiophen-2-ylmethyl)carbamate C(C)(C)(C)OC(=O)N[C@H](CC1=C(C2=NSC(=C2S1)N(C(OC(C)(C)C)=O)CC=1SC=CC1)N1C=NC=C1)C